3-mercaptopropanoic acid SCCC(=O)O